3-(3,3-dimethylbutyl)-N-[6-(2-methylindazol-5-yl)pyridazin-3-yl]-3-azabicyclo[3.1.0]hexan-6-amine CC(CCN1CC2C(C2C1)NC=1N=NC(=CC1)C1=CC2=CN(N=C2C=C1)C)(C)C